3-bromo-5-[(3S)-tetrahydrofuran-3-ylmethoxy]benzoic acid methyl ester COC(C1=CC(=CC(=C1)OC[C@@H]1COCC1)Br)=O